CN1N=NC2=C1C(=CC(=C2)OC2=C(C=C(C=C2)NC=2C1=C(N=CN2)C=NC(=N1)S(=O)C)C)C N-(4-((1,7-dimethyl-1H-benzo[d][1,2,3]triazol-5-yl)oxy)-3-methylphenyl)-6-(methylsulfinyl)pyrimido[5,4-d]pyrimidin-4-amine